C(CCCCCCCCCCC)N[C@@H](CC(=O)O)C(=O)O laurylaspartic acid